ClC=1C=C(C=CC1)C(CO)N1C(C2=CC(=CC=C2C1)C1=NC(=NC=C1)NC1CCCCC1)=O 2-(1-(3-chlorophenyl)-2-hydroxyethyl)-6-(2-(cyclohexylamino)pyrimidin-4-yl)isoindolin-1-one